4-tertiary butyl-2,6-dimethyl-aniline C(C)(C)(C)C1=CC(=C(N)C(=C1)C)C